(2R)-1-(3-((2-(2,6-Dioxopiperidin-3-yl)-1-oxoisoindol-4-yl)oxy)propyl)-N-(4-(trifluoromethyl)benzyl)pyrrolidine-2-carboxamide O=C1NC(CCC1N1C(C2=CC=CC(=C2C1)OCCCN1[C@H](CCC1)C(=O)NCC1=CC=C(C=C1)C(F)(F)F)=O)=O